N1CC(C1)CN1CC2(C1)CCC(CC2)N2CCC(CC2)N2N=C(C=1C2=NC=NC1N)C1=CC=C(C=C1)OC1=CC=CC=C1 1-(1-(2-(azetidin-3-ylmethyl)-2-azaspiro[3.5]nonan-7-yl)piperidin-4-yl)-3-(4-phenoxyphenyl)-1H-pyrazolo[3,4-d]pyrimidin-4-amine